C(=CCC)P(O)(=O)CCCC butenyl-butyl-phosphinic acid